C1(CCC1)C(C)OC1=CC=NC2=CC=C(C=C12)OC(C)C 4-(1-cyclobutylethoxy)-6-(propan-2-yloxy)quinoline